COC1=CC=C(C=C1)CC(=O)Cl 4-Methoxyphenyl-acetyl chloride